F[C@H]1CN(CC1)C(=O)C1=CC=C(C=C1)C=1C=C2CCN(C(C2=CC1)=O)C=1C=CC(=C(C1)NS(=O)(=O)C)OCOCCOC (R)-N-(5-(6-(4-(3-fluoropyrrolidine-1-carbonyl)phenyl)-1-oxo-3,4-dihydroisoquinolin-2(1H)-yl)-2-((2-methoxyethoxy)methoxy)phenyl)methanesulfonamide